[Tm].[Sn].NCCNCCC[Si](O)(O)O aminoethylaminopropylsilanetriol Tin-Thulium